1-bromo-2-iodo-3,4-bis(trifluoromethyl)benzene BrC1=C(C(=C(C=C1)C(F)(F)F)C(F)(F)F)I